FC1(CCC(CC1)[C@@H](C1=NC2=C(N1)C=CC(=C2F)C(C(=O)O)CC(F)F)NC(=O)C=2N(N=CN2)C(C)C)F 2-(2-{(S)-(4,4-Difluorocyclohexyl)[(2-isopropyl-1,2,4-triazole-3-carbonyl)amino]-methyl}-4-fluoro-1H-benzimidazol-5-yl)-4,4-difluorobutanoic acid